[Li+].ClCC1=C(C(=C(C(=C1F)F)[B-](C1=C(C(=C(C(=C1F)F)CCl)F)F)(C1=C(C(=C(C(=C1F)F)CCl)F)F)C1=C(C(=C(C(=C1F)F)CCl)F)F)F)F tetrakis(4-(chloromethyl)-2,3,5,6-tetrafluorophenyl)borate lithium salt